NC=1C2=CC=CC=C2N=C2C=CC=CC12 9-AMINOACRIDINE